C(C)(C)(C)OC(=O)NC/C(/CN1N=CC=C1C(=O)OC)=C\F methyl (E)-1-(2-(((tert-butoxycarbonyl) amino) methyl)-3-fluoroallyl)-1H-pyrazole-5-carboxylate